NN1CCC(CC1)N1CC2(C1)CCN(CC2)C2=C1C(N(C(C1=CC=C2)=O)C2C(NC(CC2)=O)=O)=O 4-(2-(1-aminopiperidin-4-yl)-2,7-diazaspiro[3.5]nonan-7-yl)-2-(2,6-dioxopiperidin-3-yl)isoindoline-1,3-dione